phenyl-6-bromothieno[3,2-d]pyrimidine C1(=CC=CC=C1)C=1N=CC2=C(N1)C=C(S2)Br